1,5-di-azido-3-nitroazapentane N(=[N+]=[N-])NCC(CCN=[N+]=[N-])[N+](=O)[O-]